N-(1-(difluoromethyl)-3-methyl-1H-pyrazol-4-yl)-4,5-dimethyl-5-(trifluoromethyl)tetrahydrofuran-2-carboxamide FC(N1N=C(C(=C1)NC(=O)C1OC(C(C1)C)(C(F)(F)F)C)C)F